C(C)C1C(=NC=CC1=O)CC diethyl-4-pyridone